CC1(CCC1)NCC1=CC=C2CNC(C2=C1)=O 6-(((1-methylcyclobutyl)amino)methyl)isoindolin-1-one